NC=1N=C(SC1C(C1=CC=C(C=C1)OCC(=O)NCC1=NC2=C(N1)C=CC=C2)=O)N(C2=CC=C(C=C2)F)C(C(=O)N)C (N-[4-amino-5-[4-[2-(1H-benzoimidazol-2-ylmethyl-amino)-2-oxo-ethoxy]benzoyl]thiazol-2-yl]-4-fluoro-anilino)propanamide